3-methyl-3,5,6,7-tetrahydro-2H-indeno[5,6-b]furan CC1C2=C(OC1)C=C1CCCC1=C2